1-(2-((2-(methoxycarbonyl)-4-methylthiophen-3-yl)amino)-2-oxoethyl)-1-(2-((4-methyl-2-((2-(methylamino)ethyl)carbamoyl)thiophen-3-yl)amino)-2-oxoethyl)azepan-1-ium COC(=O)C=1SC=C(C1NC(C[N+]1(CCCCCC1)CC(=O)NC1=C(SC=C1C)C(NCCNC)=O)=O)C